COC(C1=CC=C(C=C1)N1CCNCC1)=O 4-(piperazin-1-yl)benzoic acid methyl ester